7-cyclopropyl-6,7-dihydro-4H-pyrazolo[5,1-c][1,4]oxazine-2-sulfonamide C1(CC1)C1N2C(COC1)=CC(=N2)S(=O)(=O)N